N-[(3S,6S)-1-ethyl-6-(trifluoromethyl)piperidin-3-yl]-8-[5-(5-fluoro-2-methoxypyridin-4-yl)-1H-pyrazole-3-carbonyl]-8-azabicyclo[3.2.1]octane-3-carboxamide C(C)N1C[C@H](CC[C@H]1C(F)(F)F)NC(=O)C1CC2CCC(C1)N2C(=O)C2=NNC(=C2)C2=CC(=NC=C2F)OC